NC(CO)(CC1(CC1)F)C 2-amino-3-(1-fluorocyclopropyl)-2-methylpropan-1-ol